N-((1R)-1-(3-(difluoro(4-methylmorpholin-2-yl)methyl)-2-fluorophenyl)ethyl)-7-methoxy-6-(2-Methoxyethoxy)-2-methylquinazolin-4-amine FC(C=1C(=C(C=CC1)[C@@H](C)NC1=NC(=NC2=CC(=C(C=C12)OCCOC)OC)C)F)(C1CN(CCO1)C)F